FC1=C2C(N(C(=NC2=CC=C1F)[C@H]1N(CCC1)C1CCOCC1)C1=CC=C(C=C1)OC)=O (S)-5,6-difluoro-3-(4-methoxyphenyl)-2-(1-(tetrahydro-2H-pyran-4-yl)pyrrolidin-2-yl)quinazolin-4(3H)-one